FC(C1=CC=C(C=C1)C(CC=C)O)(F)F 1-(4-(trifluoromethyl)phenyl)but-3-en-1-ol